FC1=CC=C(C=C1)C=1C(=NC2=CC(=CC(=C2C1)C(C)NC1=C(C(=O)O)C=CC=C1)C)C1=CN=CS1 2-((1-(3-(4-fluorophenyl)-7-methyl-2-(thiazol-5-yl)quinolin-5-yl)ethyl)amino)benzoic acid